N1(CCNCC1)C=1C=CC=2N(CC=CN2)C1 7-(piperazin-1-yl)-4H-pyrido[1,2-a]pyrimidin